C(C=C)OCC(CS(=O)(=O)[O-])O 3-(allyloxy)-2-hydroxypropane-1-sulfonate